L-2-amino-4-bromobutanoic acid ethyl ester C(C)OC([C@H](CCBr)N)=O